Cl.Cl.ClC1=CC=C(C[C@@H]2CC[C@@H](N2)[C@@H](O)C=2C=NC=C(C2)F)C=C1 (S)-((2R,5S)-5-(4-Chlorobenzyl)pyrrolidin-2-yl)(5-fluoropyridin-3-yl)-methanol dihydrochloride